FC=1C(=CC2=C(C(=NO2)N2C(N3[C@H](CC2)C([C@@H](C3)NS(=O)(=O)CF)(F)F)=O)C1C1=C(C=C(C=C1F)F)F)F N-{(4aR,6R)-2-[5,6-difluoro-4-(2,4,6-trifluorophenyl)-1,2-benzoxazol-3-yl]-5,5-difluoro-1-oxooctahydropyrrolo[1,2-c]pyrimidin-6-yl}-1-fluoromethanesulfonamide